FC1=C(C=CC(=C1)F)[C@@H](C(=O)OC)C Methyl (2S)-2-(2,4-difluorophenyl)propanoate